3-(Bicyclo[1.1.1]pentan-1-yl)-N-(2-(S-methylsulfonimidoyl)pyridin-4-yl)-4-(trifluoromethyl)-1-(((trans)-2-(trifluoromethyl)cyclopropyl)methyl)-1H-pyrazole-5-carboxamide C12(CC(C1)C2)C2=NN(C(=C2C(F)(F)F)C(=O)NC2=CC(=NC=C2)S(=O)(=N)C)C[C@H]2[C@@H](C2)C(F)(F)F